Undec-2,8-diene CC=CCCCCC=CCC